2,2,2-Trifluoroethyl 6-methyl-2-((pyrazolo[1,5-a]pyrimidine-3-carboxamido)methyl)benzofuran-7-carboxylate CC1=C(C2=C(C=C(O2)CNC(=O)C=2C=NN3C2N=CC=C3)C=C1)C(=O)OCC(F)(F)F